N-[(1S)-2-[[5-[3,5-dimethyl-1-(2-trimethylsilylethoxymethyl)pyrazol-4-yl]-6-fluoro-2-pyridyl]amino]-1-(4-methylcyclohexyl)-2-oxo-ethyl]-2-(2-methylsulfanylethyl)pyrazole-3-carboxamide CC1=NN(C(=C1C=1C=CC(=NC1F)NC([C@H](C1CCC(CC1)C)NC(=O)C=1N(N=CC1)CCSC)=O)C)COCC[Si](C)(C)C